FC1=CC(=C(O\C(\C(=O)OC)=C/OC)C=C1N1N=C(C=C1)C)C methyl (Z)-2-[4-fluoro-2-methyl-5-(3-methylpyrazol-1-yl)phenoxy]-3-methoxy-prop-2-enoate